C(#N)C(C)(C)C1=CC(=NC=C1)C(=O)NC1=C(C(=C(C(=C1)C=1C=NC2=CC(=NC=C2C1)N(C)CC1=CC=C(C=C1)OC)C)F)F 4-(2-cyanoprop-2-yl)-N-(2,3-difluoro-5-(7-((4-methoxybenzyl)(methyl)amino)-1,6-naphthyridin-3-yl)-4-methylphenyl)pyridineamide